(S)-N-(6-(5-(methoxymethyl)-1,2,4-oxadiazol-3-yl)-2,3-dihydrobenzofuran-3-yl)-1-methyl-1H-pyrazole-5-carboxamide COCC1=NC(=NO1)C1=CC2=C([C@@H](CO2)NC(=O)C2=CC=NN2C)C=C1